BrC1=CC=2C3=C(C=NC2C=C1F)N(C(C31CN(C1)C1=CC(=CC=C1)OC(F)(F)F)=O)C 8'-Bromo-7'-fluoro-3'-methyl-1-(3-(trifluoromethoxy)phenyl)spiro[azetidine-3,1'-pyrrolo[2,3-c]quinolin]-2'(3'H)-one